2-[2-(1-{4-[3-(5-tert-butyl-isoxazol-3-yl)-ureido]-phenyl}-1H-benzimidazol-5-yloxy)-ethoxy]-N-[2-(2,6-dioxopiperidin-3-yl)-1-oxo-2,3-dihydro-1H-isoindol-4-yl]-acetamide C(C)(C)(C)C1=CC(=NO1)NC(NC1=CC=C(C=C1)N1C=NC2=C1C=CC(=C2)OCCOCC(=O)NC2=C1CN(C(C1=CC=C2)=O)C2C(NC(CC2)=O)=O)=O